Tert-butyl (2-((2-(((3-fluorophenyl)(methyl)amino)methyl)-7-(piperidin-1-yl)quinazolin-4-yl)amino)ethyl)carbamate FC=1C=C(C=CC1)N(C)CC1=NC2=CC(=CC=C2C(=N1)NCCNC(OC(C)(C)C)=O)N1CCCCC1